9,11,13-trifluorostearic acid FC(CCCCCCCC(=O)O)CC(CC(CCCCC)F)F